TBDPShydroxypiperidine [Si](C1=CC=CC=C1)(C1=CC=CC=C1)(C(C)(C)C)C1N(CCCC1)O